C(C#CC#CCNC(=O)NCCC(C)C)NC(=O)NCCC(C)C 1,1'-(hexa-2,4-diyne-1,6-diyl)bis(3-isoamyl-urea)